ClC(C(=O)N=C=O)(Cl)Cl 2,2,2-trichloro-1-isocyanatoethane-1-one